1-methyl-3-(4-((3'-oxo-2',3'-dihydro-1'H-spiro[cyclohexane-1,4'-pyrimido[5',4':4,5]pyrrolo[2,1-c][1,2,4]triazin]-7'-yl)amino)phenyl)urea CNC(=O)NC1=CC=C(C=C1)NC=1N=CC=2C=C3NNC(C4(N3C2N1)CCCCC4)=O